C(=O)C=1C=C(C=NC1)C1=NN(C=C1NC(=O)C=1N=C(OC1)C1=CC(=NC=C1)N(C(OC(C)(C)C)=O)CC(F)(F)F)C Tert-butyl N-[4-[4-[[3-(5-formyl-3-pyridyl)-1-methyl-pyrazol-4-yl]carbamoyl]oxazol-2-yl]-2-pyridyl]-N-(2,2,2-trifluoroethyl)carbamate